2-(1-(2-methoxyethyl)-1H-pyrazol-4-yl)-N-(2-methyl-5-(2-(2-methylpyrrolidin-1-yl)acetamido)pyridin-3-yl)pyrazolo[5,1-b]thiazole-7-carboxamide COCCN1N=CC(=C1)C1=CN2C(S1)=C(C=N2)C(=O)NC=2C(=NC=C(C2)NC(CN2C(CCC2)C)=O)C